4-(bis(2-(pyridin-2-yldithio)ethyl)amino)-4-oxobutanoic acid N1=C(C=CC=C1)SSCCN(C(CCC(=O)O)=O)CCSSC1=NC=CC=C1